2,2,5-trimethyl-5-phenylpyrrolidine CC1(NC(CC1)(C1=CC=CC=C1)C)C